2'-oxo-1',4'-dihydro-2'H-spiro[pyrrolidine-3,3'-quinoline]-1-carbonitrile O=C1NC2=CC=CC=C2CC12CN(CC2)C#N